2-(4-Fluorophenyl)oxadiazole FC1=CC=C(C=C1)N1OC=CN1